(S)-beta-homolysine N[C@@H](CCCCN)CC(=O)O